ClC=1C=NC=C(C1[C@@H](C)OC=1C=C2C(=NN(C2=CC1)C1OCCCC1)C=1C=NC(=CC1)SC)Cl 5-((R)-1-(3,5-Dichloropyridin-4-yl)ethoxy)-3-(6-(methylthio)pyridin-3-yl)-1-(tetrahydro-2H-pyran-2-yl)-1H-indazole